lithium tantalum-niobium [Nb].[Ta].[Li]